3-hydroxy-6-(4-methoxyphenylethyl)-5-Methyl-2-propylisonicotinic acid Methyl ester (Methyl 3-hydroxy-6-(4-methoxyphenyl) 5-Methyl-2-propylisonicotinate) CC1(C(=O)O)C(C(=NC(=C1C)C1=CC=C(C=C1)OC)CCC)O.COC(C1=C(C(=NC(=C1C)CCC1=CC=C(C=C1)OC)CCC)O)=O